2-(3-ethoxy-4-hydroxyphenyl)-1,3-dioxan-5-one C(C)OC=1C=C(C=CC1O)C1OCC(CO1)=O